ClC1=CC=C2C=CNC2=C1N1N=CC(=C1)C1CC1 6-chloro-7-(4-cyclopropyl-1H-pyrazol-1-yl)-1H-indole